ClC=1C=C(C=2N(N1)C(C(=C(N2)C)C)=O)C21CC(C2)(C1)C(F)(F)F 7-chloro-2,3-dimethyl-9-[3-(trifluoromethyl)-1-bicyclo[1.1.1]pentanyl]pyrimido[1,2-b]pyridazin-4-one